(E)-1,3,4-oxadiazole-2(3H)-one O1C(NN=C1)=O